COC1=C(CN(C2=C3C(=C(N=N2)OC(C)C)NC=N3)CC3=C(C=C(C=C3)OC)OC)C=CC(=C1)OC N,N-bis(2,4-dimethoxybenzyl)-7-isopropoxy-1H-imidazo[4,5-d]pyridazin-4-amine